C(=O)O.NC[C@H](C)NC(=O)C1=CC2=C(N3C(S2)=NC(=C3)C3=CC=C(C=C3)C(NC)=O)C=C1 (S)-N-(1-aminopropan-2-yl)-2-(4-(methylcarbamoyl)phenyl)benzo[d]imidazo[2,1-b]thiazole-7-carboxamide formate salt